N[C@H]1CN(CCC1)C(=O)C1=NN(C(=C1)C1=CC=C(C#N)C=C1)C=1C=C(C=CC1)C (R)-4-(3-(3-aminopiperidine-1-carbonyl)-1-(m-tolyl)-1H-pyrazol-5-yl)benzonitrile